3-(5-ethyl-1,3-thiazol-2-yl)-N-[(1R)-1-(5-methylpyrazin-2-yl)ethyl]-5-[(2R)-tetrahydrofuran-2-ylmethoxy]benzamide C(C)C1=CN=C(S1)C=1C=C(C(=O)N[C@H](C)C2=NC=C(N=C2)C)C=C(C1)OC[C@@H]1OCCC1